O1C(COCC1)COC1=NC(N2C(C3=CC=C(C=C3CC2)C=2C=C(C#N)C=CC2)=C1)=O 3-[2-([1,4]Dioxan-2-ylmethoxy)-4-oxo-6,7-dihydro-4H-pyrimido[6,1-a]isoquinolin-9-yl]-benzonitrile